2-Chloro-6-(5-bromothiophen-2-ylmethylamino)-9-(tetrahydrofuran-2-yl)purin ClC1=NC(=C2N=CN(C2=N1)C1OCCC1)NCC=1SC(=CC1)Br